CC1=C(C=C(C=C1)N1CC2CCC(C1)N2C(=O)OC(C)(C)C)C(NC2(CC2)C2=C1C=CC(=NC1=CC(=C2)C=2C=NN(C2)C)C)=O tert-butyl 3-(4-methyl-3-((1-(2-methyl-7-(1-methylpyrazol-4-yl)-5-quinolyl)cyclopropyl)carbamoyl)phenyl)-3,8-diazabicyclo[3.2.1]octane-8-carboxylate